4-(4-benzyloxyphenyl)methylene-2,6-di-tert-butyl-2,5-cyclohexadiene-1-one C(C1=CC=CC=C1)OC1=CC=C(C=C1)C=C1C=C(C(C(=C1)C(C)(C)C)=O)C(C)(C)C